2-cyclohexyl-2-(3-ethylpentyl)-1-ethoxy-3-methoxypropane C1(CCCCC1)C(COCC)(COC)CCC(CC)CC